2-[2,6-difluoro-4-(4-fluoropiperidine-1-sulfonyl)phenyl]-3-fluoro-4-methylquinoline-7-carboxylic acid methyl ester COC(=O)C1=CC=C2C(=C(C(=NC2=C1)C1=C(C=C(C=C1F)S(=O)(=O)N1CCC(CC1)F)F)F)C